NC1=NC=NN2C1=C(C=C2C2CCC(CC2)NC(OC(C)(C)C)=O)Br tert-butyl (4-(4-amino-5-bromopyrrolo[2,1-f][1,2,4]triazin-7-yl)cyclohexyl)carbamate